1-(4,5-dimethoxy-2-nitrophenyl)Diazoethane CC(=[N+]=[N-])C1=CC(=C(C=C1[N+](=O)[O-])OC)OC